COC=1C(C(=CN2C1C(N1CCCC[C@H]2C1)=O)C(=O)NCC1=C(C=C(C=C1F)F)F)=O (7S)-12-methoxy-1,11-dioxo-N-(2,4,6-trifluorobenzyl)-1,4,5,6,7,11-hexahydro-3H-2,7-methanopyrido[1,2-a][1,4]diazonine-10-carboxamide